IC1=CC=C(C=C1)NC(=O)N1CCC(CC1)N1C(NC2=C1C=CC(=C2)OC)=O N-(4-iodophenyl)-4-(5-methoxy-2-oxo-2,3-dihydro-1H-1,3-benzodiazol-1-yl)piperidine-1-carboxamide